COC(C(C(=O)OC)(CCCCCCCCC)CCCCCCCCC)=O.CN(C=CC(=O)C1=NC(=CC=C1)C)C 3-(dimethylamino)-1-(6-methyl-2-pyridyl)prop-2-en-1-one Dimethyl-2,2-dinonylmalonate